[I-].C1(=CC=CC=C1)P(C1=CC=CC=C1)C1=CC=CC=C1.C1(=CC=CC=C1)P(C1=CC=CC=C1)C1=CC=CC=C1 bistriphenylphosphine iodide